2-o-chlorophenyl-4-hydroxy-5-pyrimidinecarboxylic acid ClC1=C(C=CC=C1)C1=NC=C(C(=N1)O)C(=O)O